N-[5-[2-[4-[4-[(2,6-dioxo-3-piperidyl)oxy]phenyl]-1-piperidyl]ethoxy]pentyl]-5-[rac-(2R)-2-(2,5-difluorophenyl)pyrrolidin-1-yl]pyrazolo[1,5-a]pyrimidine-3-carboxamide O=C1NC(CCC1OC1=CC=C(C=C1)C1CCN(CC1)CCOCCCCCNC(=O)C=1C=NN2C1N=C(C=C2)N2[C@H](CCC2)C2=C(C=CC(=C2)F)F)=O |r|